C1(=CC=CC=C1)[C@H](C)N (S)-(-)-α-phenylethylamine